2-ethylhexyl-salicylate C(C)C(COC=1C(C(=O)[O-])=CC=CC1)CCCC